C(N)(=O)C1=CC(=C(C=C1)NC/C=C/CNC(OC(C)(C)C)=O)[N+](=O)[O-] (E)-tert-Butyl (4-((4-carbamoyl-2-nitrophenyl)amino)but-2-en-1-yl)carbamate